Ammonium taurate NCCS(=O)(=O)[O-].[NH4+]